N-[4-(Chlorodifluoromethoxy)phenyl]-1-{2H,3H-[1,4]dioxino[2,3-b]pyridin-7-yl}-6-oxo-1,6-dihydropyridine-3-carboxamide ClC(OC1=CC=C(C=C1)NC(=O)C1=CN(C(C=C1)=O)C=1C=C2C(=NC1)OCCO2)(F)F